methyl (6-{[(1r,3r)-3-aminocyclobutyl]methoxy}-2'-cyclobutyl-3'-fluoro[1,1'-biphenyl]-3-yl)acetate NC1CC(C1)COC1=CC=C(C=C1C1=C(C(=CC=C1)F)C1CCC1)CC(=O)OC